C(CCCCCCCCCC=CCCCCCCCC)(=O)OCCCCCCCCCCCCCCCCCCCCCCCO 23-hydroxytricosyl eicos-11-enoate